O=C1N(C(C2=CC=CC=C12)=O)CCCP(OCC)(OCC)=O diethyl (3-(1,3-dioxoisoindolin-2-yl)propyl)phosphonate